C(C1=CC=CC=C1)OC1=NC(=CC=C1NC1=CC(=C(C=C1)N1CCN(CC1)C1C(CN(CC1)C(=O)OC(C)(C)C)(F)F)F)OCC1=CC=CC=C1 tert-butyl 4-(4-(4-((2,6-bis(benzyloxy) pyridin-3-yl) amino)-2-fluorophenyl) piperazin-1-yl)-3,3-difluoropiperidine-1-carboxylate